CN1C[C@H]([C@@H](C1)OCCCCCCCC)OCCCCCCCCCCC\C=C/CCCCC trans-1-methyl-3-[(12Z)-octadeca-12-en-1-yloxy]-4-(octyloxy)pyrrolidine